O=C1NC(CCC1NC1=CC(=C(C=C1OC)N1CCN(CC1)C(=O)OC(C)(C)C)F)=O tert-butyl 4-(4-((2,6-dioxopiperidin-3-yl)amino)-2-fluoro-5-methoxyphenyl)piperazine-1-carboxylate